2-(4-aminophenethyl)isoindoline-1,3-dione NC1=CC=C(CCN2C(C3=CC=CC=C3C2=O)=O)C=C1